5-chloro-4-fluoro-2-(((2R,7aS)-2-fluorotetrahydro-1H-pyrrolizin-7a(5H)-yl)methoxy)-11-methyl-10,11-dihydro-8H-7-oxa-1,3,6,11-tetraazaspiro[cycloocta[de]naphthalene-9,3'-oxetan] ClC1=C(C=2N=C(N=C3C2C(=N1)OCC1(COC1)CN3C)OC[C@]31CCCN1C[C@@H](C3)F)F